FC=1C=C(C=C(C1)F)CC(=O)NC=1C(=NC(=CC1)NCC(C)C)N(C)CC 2-(3,5-Difluoro-phenyl)-N-[2-(ethyl-methyl-amino)-6-isobutylamino-pyridin-3-yl]-acetamide